ClC1=C(OC2=NC=CC=C2C(=O)N)C=CC(=C1)CC(=O)NC=1SC2=NC(=CC=C2N1)OC(F)F 2-(2-chloro-4-(2-((5-(difluoromethoxy)thiazolo[5,4-b]pyridin-2-yl)amino)-2-oxoethyl)phenoxy)pyridine-3-carboxamide